FC1=C(C=CC(=C1)F)C1=CC(=CC=C1)[C@H](CC(=O)[O-])NC(=O)NC=1C(N2CCCC2=CC1[O-])=O.[Na+].[Na+] sodium (S)-3-(2',4'-difluorobiphenyl-3-yl)-3-(3-(7-oxido-5-oxo-1,2,3,5-tetrahydroindolizin-6-yl) ureido)propanoate